C(C)(C)(C)OC(N(CCCOC1CNCC1)CC1=CC(=CC=C1)[N+](=O)[O-])=O (3-nitrobenzyl)(3-(pyrrolidin-3-yloxy)propyl)carbamic acid tert-butyl ester